BrC1=NC=CC(=C1)C(=NO)Cl (4Z)-2-bromo-N-hydroxy-pyridine-4-carboximidoyl chloride